C(CCCCCCCCCCCCCCC(C)C)(=O)OCCCCCCCCCCCCCC(C)C isohexadecyl isostearate